FC(C(C(F)(F)F)(F)F)(P(=O)(C(C(C(F)(F)F)(F)F)(F)F)O[Eu]OP(=O)(C(C(C(F)(F)F)(F)F)(F)F)C(C(C(F)(F)F)(F)F)(F)F)F Bis((bis(perfluoropropyl)phosphoryl)oxy)europium